1-[4-chloro-6-(morpholin-4-yl)pyridin-2-yl]-5-hydroxypiperidin-2-one ClC1=CC(=NC(=C1)N1CCOCC1)N1C(CCC(C1)O)=O